N[C@H](C(=O)N(C)C(CC1=CC2=C(OCO2)C=C1)C)C(C)C (2S)-2-amino-N-[2-(1,3-Benzodioxol-5-yl)-1-methyl-ethyl]-N,3-dimethyl-butyramide